4-{[3-(8-{[(3S,4R)-3-fluoro-1-methylpiperidin-4-yl]amino}-3-[(trifluoromethyl)sulfanyl]indolizin-2-yl)prop-2-yn-1-yl]amino}-3-methoxybenzoic acid F[C@H]1CN(CC[C@H]1NC1=CC=CN2C(=C(C=C12)C#CCNC1=C(C=C(C(=O)O)C=C1)OC)SC(F)(F)F)C